[Sb].[B].[Al] aluminum-boron-antimony